N(=[N+]=[N-])C[C@H](CC1=CC=CC=C1)NC(OCC1C2=CC=CC=C2C=2C=CC=CC12)=O (9H-fluoren-9-yl)methyl (S)-(1-azido-3-phenylpropan-2-yl)carbamate